NC1=NC=CC=C1C#CC1=C2C=C(N=CC2=CC=N1)NC1=CC=C(C=C1)S(=O)(=O)NC1=NC(=CC(=N1)C)C 4-((5-((2-aminopyridin-3-yl)ethynyl)-2,6-naphthyridin-3-yl)amino)-N-(4,6-dimethylpyrimidin-2-yl)benzenesulfonamide